ClC1=C(C=C(C=C1)S(=O)(=O)C1=CC(=C(C=C1)N1C(NN=C1)=S)N1CCN(CC1)C)C(F)(F)F 4-(4-((4-chloro-3-(trifluoromethyl)phenyl)sulfonyl)-2-(4-methylpiperazin-1-yl)phenyl)-2,4-dihydro-3H-1,2,4-triazole-3-thione